C(C)N(CCC1=CNC=2C=CC=C(C12)O)C 3-{2-[ethyl(methyl)amino]ethyl}-1H-indol-4-ol